COC1=CC2=C(C(=CC=3C(C=4C=C(C=CC4C23)C2=C(C=CC=C2)OC)(C)C)O)C=C1OC 2,3-dimethoxy-7,7-dimethyl-9-(2-methoxyphenyl)-7H-benzo[C]fluoren-5-ol